ClC=1C=NC(=NC1)CNC(=O)C1CCNCC1 N-((5-chloropyrimidin-2-yl)methyl)piperidine-4-carboxamide